CS(=NC(=O)C=1C=C2C(N(C(C2=CC1)=O)C1=NC=CC(=C1)N1CCC(CC1)(C)C)=O)(=O)C N-(dimethyl(oxo)-λ6-sulfaneylidene)-2-(4-(4,4-dimethylpiperidin-1-yl)pyridin-2-yl)-1,3-dioxoisoindoline-5-carboxamide